5-(2-(4-Fluorophenyl)-1H-pyrrolo[2,3-b]pyridin-5-yl)-N-(2,2,2-trifluoroethyl)thiazole-2-carboxamide FC1=CC=C(C=C1)C1=CC=2C(=NC=C(C2)C2=CN=C(S2)C(=O)NCC(F)(F)F)N1